N=1NC(C(C(C1)=O)=O)=O Diazinetrione